3-amino-5-[(4,4-difluoropiperidin-1-yl)sulfonyl]-N-(3,3,3-trifluoro-2-hydroxypropyl)pyridine-2-carboxamide NC=1C(=NC=C(C1)S(=O)(=O)N1CCC(CC1)(F)F)C(=O)NCC(C(F)(F)F)O